(1',2',3',4'-tetrahydroxybutyl)thiazolidine OC(C(C(CO)O)O)C1SCCN1